9-ethyl-2-(3-methoxy-4-phenyl-1H-pyrazol-1-yl)-6-(pyridin-4-yl)-9H-purine C(C)N1C2=NC(=NC(=C2N=C1)C1=CC=NC=C1)N1N=C(C(=C1)C1=CC=CC=C1)OC